(3Z)-12,12-dipentyloxy-3-dodecen-1-ol C(CCCC)OC(CCCCCCC\C=C/CCO)OCCCCC